OC1CCC(CC1)N1CCN(CC1)C(=O)OC(C)(C)C Tert-Butyl 4-(4-hydroxycyclohexyl)piperazine-1-carboxylate